(7S)-2-Benzyl-7-methyl-3-[(2R,4R)-2-methylpiperidin-4-yl]-3H,6H,7H,8H,9H-imidazo[4,5-f]chinolin C(C1=CC=CC=C1)C=1N(C=2C(=C3CC[C@@H](NC3=CC2)C)N1)[C@H]1C[C@H](NCC1)C